C1(CCCCCCC1)C(C(=O)NC1=NC=C(C=C1)C1=C(C=NN1C)C)NC(=O)C1=CC=NN1C N-(1-Cyclooctyl-2-((5-(1,4-dimethyl-1H-pyrazol-5-yl)pyridin-2-yl)amino)-2-oxoethyl)-1-methyl-1H-pyrazole-5-carboxamide